1-benzoylpiperidine-3-carboxylic acid C(C1=CC=CC=C1)(=O)N1CC(CCC1)C(=O)O